methacrylic acid dimethyl acetal COC(C(=C)C)(O)OC